4'-((trimethylsilyl)ethynyl)-[1,1'-biphenyl]-4-amine C[Si](C)(C)C#CC1=CC=C(C=C1)C1=CC=C(C=C1)N